pyrroloquinolinequinon (S)-tert-butyl-(1-((4-(4-cyanophenyl)thiazol-2-yl)amino)-1-oxopropan-2-yl)carbamate C(C)(C)(C)N(C(O)=O)[C@H](C(=O)NC=1SC=C(N1)C1=CC=C(C=C1)C#N)C.N1C(C(C=C2C=CC=3C(=C12)C=CN3)=O)=O